FC1(CC(C1)CC(=O)NC1=CSC(=C1)C1=NC(=CN=C1)C1=CC(=C(C=C1)OCCN1CCOCC1)OC)F 2-(3,3-difluorocyclobutyl)-N-(5-(6-(3-methoxy-4-(2-morpholinylethoxy)phenyl)pyrazin-2-yl)thiophen-3-yl)acetamide